9-benzyl-9-azabicyclo[3.3.1]nonane-3-ol C(C1=CC=CC=C1)N1C2CC(CC1CCC2)O